butyl 3-(4-(trifluoromethyl)phenyl)-4,6-dihydropyrrolo[3,4-c]pyrazole-5(1H)-carboxylate FC(C1=CC=C(C=C1)C=1C2=C(NN1)CN(C2)C(=O)OCCCC)(F)F